FC1(C(CC1(F)F)CN1N=CC(=N1)C(=O)OCC)F Ethyl 2-((2,2,3,3-tetrafluorocyclobutyl)methyl)-2H-1,2,3-triazole-4-carboxylate